4-hydroxy-3-(2,2,2-trifluoroethan-1-one-1-yl)-[1]benzothieno[3,2-h]quinolin-2(1H)-one OC1=C(C(NC2=C3C(=CC=C12)C1=C(S3)C=CC=C1)=O)C(C(F)(F)F)=O